Cl.C1(=CC=CC=C1)N1C2=C(C=3C=C(C=CC13)Cl)CNCC2 5-phenyl-8-chloro-2,3,4,5-tetrahydro-1H-pyrido[4,3-b]indole hydrochloride